4-(3-(2-sulfamoylaminoethyl)azetidin-1-yl)-6,7-dimethoxy-2-phenylquinazoline S(N)(=O)(=O)NCCC1CN(C1)C1=NC(=NC2=CC(=C(C=C12)OC)OC)C1=CC=CC=C1